FC(C1=CC=C(C=C1)C1=CN=C(C2=NC=CN=C21)NC[C@H]2CCCC(N2)=O)(F)F (R)-6-(((8-(4-(trifluoromethyl)phenyl)pyrido[3,4-b]pyrazin-5-yl)amino)methyl)piperidin-2-one